5,6-dichloro-2-methoxynicotinaldehyde ClC=1C(=NC(=C(C=O)C1)OC)Cl